C(C)(=O)C1CC(=NN1C1=CC=CC=C1)C(=O)O 5-ACETYL-1-PHENYL-4,5-DIHYDRO-1H-PYRAZOLE-3-CARBOXYLIC ACID